N1=CC(=CC=C1)NC=1C=NC=CC1 N-pyridin-3-ylpyridine-3-amine